4-(2,5-dimethoxyphenyl)thiazol-2-amine COC1=C(C=C(C=C1)OC)C=1N=C(SC1)N